COC(CCCOCCOCCOCCOCCC)=O 5,8,11,14-tetraoxaheptadecanoic acid methyl ester